C(C)(C)(C)N1N=CC(=C1F)NC(C1=CC(=C(C=C1)C)C=1C=C(C=2N(N1)C=CN2)N2CCOCC2)=O N-(1-(Tert-butyl)-5-fluoro-1H-pyrazol-4-yl)-4-methyl-3-(8-morpholinoimidazo[1,2-b]pyridazin-6-yl)benzamide